2-(4-(2-(4-chloro-2-fluorophenyl)-2-methylbenzo[d][1,3]dioxol-4-yl)-3-fluorobenzyl)-1-((4-propyl-4H-1,2,4-triazol-3-yl)methyl)-1H-benzo[d]imidazol-6-carboxylic Acid ClC1=CC(=C(C=C1)C1(OC2=C(O1)C=CC=C2C2=C(C=C(CC1=NC3=C(N1CC1=NN=CN1CCC)C=C(C=C3)C(=O)O)C=C2)F)C)F